ClC=1C=C(C=C(C1F)F)C(C=1N(C(=C(N1)S(=O)C=N)C)COCC[Si](C)(C)C)C1=CC(=C(C(=C1)F)F)Cl {2-[bis(3-chloro-4,5-difluorophenyl)methyl]-5-methyl-1-{[2-(trimethylsilyl)ethoxy]methyl}-1H-imidazol-4-yl}(imino)methyl-sulfanone